C(C)(C)(C)C=1N(C2=C(C=C(C(=C2C1)CN1[C@@H](CC2(CC(C2)(F)F)CC1)C1=C(C=C(C=C1)C(=O)OC)N1CCCC1)OC)C)C(=O)OC(CNC1=CC=CC=C1)C1=CC=CC=C1 N-phenyl-phenylethanolamine tert-Butyl-4-{[(6S)-2,2-Difluoro-6-[4-(methoxycarbonyl)-2-(pyrrolidin-1-yl)phenyl]-7-azaspiro[3.5]nonan-7-yl]methyl}-5-methoxy-7-methylindole-1-carboxylate